OCC1=CC=C(C=C1)N1N=C(C(=C1)NC(=O)C=1N=C(OC1)C1=CC(=NC=C1)NC([O-])=O)C(F)(F)F (4-(4-((1-(4-(hydroxymethyl)phenyl)-3-(trifluoromethyl)-1H-pyrazol-4-yl)carbamoyl)oxazol-2-yl)pyridin-2-yl)carbamate